7-{[(3S)-3-(2,3-dichloro-6-fluorophenyl)-1-(prop-2-enoyl)pyrrolidin-3-yl]amino}-2-(oxan-4-yl)isoquinolin-1-on ClC1=C(C(=CC=C1Cl)F)[C@@]1(CN(CC1)C(C=C)=O)NC1=CC=C2C=CN(C(C2=C1)=O)C1CCOCC1